ClC1=CC=2N(C(N(C=3N=CC(=CC3C2C=C1)C#N)CC)=O)C1=C(C=C(C=C1F)NCCNCCO)F 13-chloro-10-[2,6-difluoro-4-({2-[(2-hydroxyethyl)amino]ethyl}amino)phenyl]-8-ethyl-9-oxo-6,8,10-triazatricyclo[9.4.0.02,7]pentadeca-1(11),2(7),3,5,12,14-hexaene-4-carbonitrile